7-((4-(6-methylcarbamoyl-2-fluoropyridin-3-yl)piperazin-1-yl)methyl)-6-fluoro-2-methyl-1,2,3,5-tetrahydro-4H-pyrrolo[3,4-c]quinolin-4-one CNC(=O)C1=CC=C(C(=N1)F)N1CCN(CC1)CC=1C=CC=2C3=C(C(NC2C1F)=O)CN(C3)C